rhodium (I) chlorine [Cl+].[Rh+]